Methyl 6-(2-aminophenyl)-6-oxohexanoate NC1=C(C=CC=C1)C(CCCCC(=O)OC)=O